C1(CC1)N1N=CC(=C1)C1CN(CC(O1)C)C1=NC2=NC(=CN=C2C(=N1)C1=C(C=C(C=C1)F)F)C 2-(1-cyclopropyl-1H-pyrazol-4-yl)-4-(4-(2,4-difluorophenyl)-7-methylpteridin-2-yl)-6-methylmorpholine